CNCC(=O)C1=NC=CC=C1 2-(Methylamino)-1-(pyridin-2-yl)ethan-1-one